2-[(3R,4R)-4-{[4-(3-tert-butyl-3H-imidazo[4,5-b]pyridin-5-yl)-5-chloropyridin-2-yl]amino}-3-hydroxypiperidin-1-yl]-N-methylacetamide C(C)(C)(C)N1C=NC=2C1=NC(=CC2)C2=CC(=NC=C2Cl)N[C@H]2[C@@H](CN(CC2)CC(=O)NC)O